phenyltri-methoxysilane C1(=CC=CC=C1)[Si](OC)(OC)OC